N-[1-[[cyano(4-isoquinolyl)methyl]carbamoyl]cyclobutyl]-5-cyclopropyl-1H-pyrrole-2-carboxamide C(#N)C(C1=CN=CC2=CC=CC=C12)NC(=O)C1(CCC1)NC(=O)C=1NC(=CC1)C1CC1